N1(N=CC=C1)C=1C=C(CN(C=2OC=C(N2)CN(C)C)CC2=CC(=CC=C2)OC)C=CC1 N-(3-(1H-pyrazol-1-yl)benzyl)-4-((dimethylamino)methyl)-N-(3-methoxybenzyl)oxazol-2-amine